ethyl (3R,4S)-4-amino-3-methoxypiperidine-1-carboxylate N[C@@H]1[C@@H](CN(CC1)C(=O)OCC)OC